2-[3,5-bis(trifluoromethyl)phenyl]-N,2-dimethyl-N-[4-(2-methylphenyl)-6-(4-methylpiperazin-1-yl)pyridin-3-yl]propanamide FC(C=1C=C(C=C(C1)C(F)(F)F)C(C(=O)N(C=1C=NC(=CC1C1=C(C=CC=C1)C)N1CCN(CC1)C)C)(C)C)(F)F